CC1=NC(=CC=C1C1=CC=C(C(=O)O)C=C1)C 4-(2,6-dimethylpyridin-3-yl)benzoic acid